C(C)(C)(C)OC(CNC=1C(=NC=C(N1)C)C(\C=C(\CC)/NCC(=O)OC(C)(C)C)=O)=O tert-butyl (Z)-(1-(3-((2-(tert-butoxy)-2-oxoethyl)amino)-5-methylpyrazin-2-yl)-1-oxopent-2-en-3-yl)glycinate